BrC=1C=C(C(=NC1)F)O[C@@H](C)C1=CC2=C(OC(O2)(F)F)C=C1 (S)-5-bromo-3-(1-(2,2-difluorobenzo[d][1,3]dioxol-5-yl)ethoxy)-2-fluoropyridine